tris(hydroxymethyl)methyl-ammonium OC[N+](C)(CO)CO